2-((1R,2R,3S,4R)-4-((tert-butyldiphenylsilyl)oxy)-2-(1,3-dioxolan-2-yl)-3-methylcyclopentyl)prop-2-en-1-ol [Si](C1=CC=CC=C1)(C1=CC=CC=C1)(C(C)(C)C)O[C@H]1[C@H]([C@@H]([C@@H](C1)C(CO)=C)C1OCCO1)C